OC1=C(C=CC=C1)[NH+](C1=C(C=CC=C1)O)O N,N-bis(2-hydroxyphenyl)hydroxylammonium